2-[2-(4-bromo-3-methyl-phenoxy)-7-azaspiro[3.5]nonan-7-yl]-N-[3-(2,6-dioxo-3-piperidyl)-7-methoxy-1-methyl-indazol-6-yl]acetamide BrC1=C(C=C(OC2CC3(C2)CCN(CC3)CC(=O)NC3=CC=C2C(=NN(C2=C3OC)C)C3C(NC(CC3)=O)=O)C=C1)C